ClC1=C(C=C(OCC(=O)NC23CC(C2)(C3)NC([C@@H](O)C3=CC=C(C=C3)Cl)=O)C=C1)F (2S)-N-{3-[2-(4-chloro-3-fluorophenoxy)acetylamino]bicyclo[1.1.1]pentan-1-yl}-2-(4-chlorophenyl)-2-hydroxyacetamide